N-octadecyl-2-acetyl-3-tetrahydropyranyloxypyridin-4-one C(CCCCCCCCCCCCCCCCC)N1C(=C(C(C=C1)=O)OC1OCCCC1)C(C)=O